(S)-1'-(9-((2-(trifluoromethyl)pyridin-3-yl)mercapto)-7H-imidazo[1,2-c]pyrrolo[3,2-e]pyrimidin-5-yl)-1,3-dihydrospiro[inden-2,4'-piperidin]-1-amine FC(C1=NC=CC=C1SC1=CNC2=C1C=1N(C(=N2)N2CCC3(CC2)[C@@H](C2=CC=CC=C2C3)N)C=CN1)(F)F